tert-butyl ((1r,4r)-4-(((1-(4-((2,6-dioxopiperidin-3-yl)amino)-2-fluorophenyl)piperidin-4-yl)methyl)(methyl)amino)cyclohexyl)carbamate O=C1NC(CCC1NC1=CC(=C(C=C1)N1CCC(CC1)CN(C1CCC(CC1)NC(OC(C)(C)C)=O)C)F)=O